ClC=1C=C(C(=O)N2CCC(CC2)C2=NOC(=C2)NCCC#N)C=CC1C(F)(F)F 3-(3-(1-(3-chloro-4-(trifluoromethyl)benzoyl)piperidin-4-yl)isoxazol-5-ylamino)propanenitrile